BrPBr dibromo-phosphine